C(N1N=CC=N1)([2H])([2H])[2H] 2-(methyl-d3)-2H-1,2,3-triazol